Carbamoyl-1,2-dimyristyloxy-propylamin C(N)(=O)NC(C(C)OCCCCCCCCCCCCCC)OCCCCCCCCCCCCCC